(Z)-(5-(4-(benzyloxy)phenyl)-1,1-difluoropent-2-en-2-yl)(naphthalen-2-yl)sulfonamide C(C1=CC=CC=C1)OC1=CC=C(C=C1)CC\C=C(\C(F)F)/NS(=O)(=O)C1=CC2=CC=CC=C2C=C1